CC=1SC(=C(N1)C)C=1C=CC(=C(C(=O)N[C@H](CN2CCN(CC2)S(=O)(=O)C=2SC(=CC2)C2=CC(=NO2)C)C)C1)F 5-(2,4-dimethyl-1,3-thiazol-5-yl)-2-fluoro-N-[(2S)-1-(4-{[5-(3-methyl-1,2-oxazol-5-yl)thiophen-2-yl]sulfonyl}piperazin-1-yl)propan-2-yl]benzamide